4-cyclopropyl-6-hydroxypyrimidine C1(CC1)C1=NC=NC(=C1)O